(8aS)-6-(6-chloropyridin-3-yl)-2-methyl-hexahydropyrrolo[1,2-a]pyrazin-3(4H)-one ClC1=CC=C(C=N1)C1CC[C@@H]2N1CC(N(C2)C)=O